methyl 3-(((2R,3S)-3-(3,3-difluoropropyl)-2-fluoro-5-(4-fluorophenyl)-1,1-dioxido-7-(trifluoromethyl)-2,3,4,5-tetrahydrobenzo[b][1,4]thiazepin-8-yl)oxy)-2,2-dimethylpropanoate FC(CC[C@H]1CN(C2=C(S([C@H]1F)(=O)=O)C=C(C(=C2)C(F)(F)F)OCC(C(=O)OC)(C)C)C2=CC=C(C=C2)F)F